C1(=CC=CC=C1)C1=CC2=C([N+](=C(N=[N+]2[O-])NCCC(=O)OC(C)C)[O-])C=C1 7-phenyl-3-((3-isopropoxy-3-oxopropyl)amino)benzo[e][1,2,4]triazine-1,4-dioxide